nickel cis-vaccenate C(CCCCCCCCC\C=C/CCCCCC)(=O)[O-].[Ni+2].C(CCCCCCCCC\C=C/CCCCCC)(=O)[O-]